methyl 5-(3-(5-benzyl-4H-1,2,4-triazol-3-yl)phenoxy)-1-tosyl-1H-indole-4-carboxylate C(C1=CC=CC=C1)C=1NC(=NN1)C=1C=C(OC2=C(C=3C=CN(C3C=C2)S(=O)(=O)C2=CC=C(C)C=C2)C(=O)OC)C=CC1